(4-chloro-benzyl)-methylamine ClC1=CC=C(CNC)C=C1